imino({2-[4-(8-methoxyquinazolin-4-yl)phenyl]ethyl})methyl-λ6-sulfanone N=S(=O)(C)CCC1=CC=C(C=C1)C1=NC=NC2=C(C=CC=C12)OC